OCCCNC=1C2=C(N=CN1)NC=C2C=O {4-[(3-hydroxypropyl)amino]-7H-pyrrolo[2,3-d]pyrimidin-5-yl}methanone